2-(6-cyclopropyl-3-pyridyl)-1,3,4-oxadiazole C1(CC1)C1=CC=C(C=N1)C=1OC=NN1